Cl.NCC(=O)OCC=O 2-oxoethyl glycinate hydrochloride